C(C)(=O)O[C@H](CC)[C@H]1O[C@H]([C@@H]([C@H]1F)OC(C)=O)N1C=2N=C(NC(C2N(C1=O)CC#C)=O)NC(C)=O (R)-1-((2R,3S,4S,5R)-5-(2-Acetamido-6,8-dioxo-7-(prop-2-yn-1-yl)-1,6,7,8-tetrahydro-9H-purin-9-yl)-4-acetoxy-3-fluorotetrahydrofuran-2-yl)propyl acetate